ClC1C(CC2=C(C=CC(=C12)F)F)(C(=O)OC)O methyl 1-chloro-4,7-difluoro-2-hydroxy-indane-2-carboxylate